5-fluoro-7-((4-(4-(4-nitrophenoxy)piperidin-1-yl)cyclohexyl)methoxy)-2-(((tetrahydro-2H-pyran-4-yl)thio)methyl)quinazolin-4(3H)-one FC1=C2C(NC(=NC2=CC(=C1)OCC1CCC(CC1)N1CCC(CC1)OC1=CC=C(C=C1)[N+](=O)[O-])CSC1CCOCC1)=O